tert-butyl (2S)-2-[2-(1-cyano-1-methylethyl)phenyl]pyrrolidine-1-carboxylate C(#N)C(C)(C)C1=C(C=CC=C1)[C@H]1N(CCC1)C(=O)OC(C)(C)C